pyrimido[5,4-c]pyridazine N1=NC=CC2=C1C=NC=N2